C(#N)C1=C(C=C(C=C1)N1[C@H](O[C@@H](C1)COC1=CC=C(C=C1)NC(CNC(OC(C)(C)C)=O)=O)C(F)(F)F)C(F)(F)F t-butyl (2-((4-(((2R,5S)-3-(4-cyano-3-(trifluoromethyl)phenyl)-2-(trifluoromethyl)oxazolidin-5-yl)methoxy)phenyl)amino)-2-oxoethyl)carbamate